FC1(CCN(CCC1)C1=NC2=NC=CC=C2C=C1C(=O)NC=1C=C(C(=O)OC)C=CC1)F methyl 3-(2-(4,4-difluoroazepan-1-yl)-1,8-naphthyridine-3-carboxamido)benzoate